ClC1=CC(=C(C=C1)NC(=O)N1CCOCC1)C(N[C@H](C(C(=O)NC1CC1)=O)C[C@H]1C(N[C@@H](C1)C)=O)=O N-[4-chloro-2-[[(1S)-3-(cyclopropylamino)-1-[[(3S,5R)-5-methyl-2-oxo-pyrrolidin-3-yl]methyl]-2,3-dioxo-propyl]carbamoyl]phenyl]morpholine-4-carboxamide